C(C)OC(=O)C1=C(N=C(N1OCC(=O)OCC)C1=CC(=CC=C1)C#N)C 2-(3-cyanophenyl)-1-(2-ethoxy-2-oxoethoxy)-4-methyl-1H-imidazole-5-carboxylic acid ethyl ester